[5-methoxy-2-methyl-1-(1-methylpiperidin-4-yl)-1H-indol-3-yl]-acetic acid COC=1C=C2C(=C(N(C2=CC1)C1CCN(CC1)C)C)CC(=O)O